(S)-2-(3-(methoxymethyl)bicyclo[1.1.1]pentan-1-yl)hexahydroimidazo[1,5-a]pyrazin-3(2H)-one COCC12CC(C1)(C2)N2C(N1[C@@H](CNCC1)C2)=O